COC=1C=C(C=CC1)C1=C(NC=2C1=NC=CC2)C2=C(C=NC=C2)OCCN(C(C=C)=O)C N-[2-({4-[3-(3-methoxyphenyl)-1H-pyrrolo[3,2-b]pyridin-2-yl]pyridin-3-yl}oxy)ethyl]-N-methylprop-2-enamide